FC1=C(C=CC=C1)NC(C1=NC(=CC=C1)N1C=NC=C1)=O N-(2-fluorophenyl)-6-(1H-imidazol-1-yl)picolinamide